Cl.C1(=CC=C2C=CC3=CC=CC4=CC=C1C2=C34)[C@@H]([C@@H](N)C3=CC=C4C=CC2=CC=CC1=CC=C3C4=C21)N (1S,2S)-1,2-bis(1-pyrenyl)ethylenediamine hydrochloride